tert-butyl 8-(7-(difluoromethyl)-6-(1-methyl-1H-pyrazol-4-yl)-3,4-dihydroquinolin-1(2H)-yl)-6-(1,4-dioxaspiro[4.5]decane-8-yl)-3,4-dihydroisoquinoline-2(1H)-carboxylate FC(C1=C(C=C2CCCN(C2=C1)C=1C=C(C=C2CCN(CC12)C(=O)OC(C)(C)C)C1CCC2(OCCO2)CC1)C=1C=NN(C1)C)F